ClC=1C(=CC2=C(N(C(O2)=O)C(C(=O)OCC(CO)(CO)N)C)C1)OCC1COC1 2-amino-2-(hydroxymethyl)propane-1,3-diol 3-(5-chloro-6-(oxetan-3-ylmethoxy)-2-oxobenzo[d]oxazol-3(2H)-yl)propanoate